4-(3,4-difluorophenyl)-2-ethyl-3,5-dioxo-2,3,4,5-tetrahydro-1,2,4-triazine-6-carboxylic acid FC=1C=C(C=CC1F)N1C(N(N=C(C1=O)C(=O)O)CC)=O